BrC1=CC=C(C=C1)C(=O)C1=C(N=C2N1C=CC=C2)C2=CC=CC=C2 (4-bromophenyl)(2-phenylimidazo[1,2-a]pyridin-3-yl)methanone